IC1=C(C(=O)Cl)C=C(C(=C1)C#N)C#N 2-iodo-4,5-dicyanobenzoyl chloride